C(C)OC(=O)C1=C(N(C2=CC=C(C=C12)OCCCCOC1=CC=C(C=C1)C(C=CC1=CC=CC=C1)=O)C)C 5-(4-(4-cinnamoyl-phenoxy)butoxy)-1,2-dimethyl-1H-indole-3-carboxylic acid ethyl ester